C(C(C)(C)C)(=O)NCC1=NC=NO1 5-(pivalamidomethyl)-1,2,4-oxadiazol